tertiary-butyl acetoacetate C(CC(=O)C)(=O)OC(C)(C)C